C1(CC1)C(C)N1C(C=2C(=NC(=CC2C1)C1=C(N=C(S1)NC(C)=O)C)C)=O N-(5-(2-(1-cyclopropylethyl)-4-methyl-3-oxo-2,3-dihydro-1H-pyrrolo[3,4-c]pyridin-6-yl)-4-methylthiazol-2-yl)acetamide